FC1=CC=C2C(=CNC2=C1)C(C(=O)N1CC(CC1)(C)O)=O 1-(6-fluoro-1H-indol-3-yl)-2-(3-hydroxy-3-methyl-pyrrolidin-1-yl)ethane-1,2-dione